(S)-4-(4-acryloyl-2-methylpiperazin-1-yl)-7-(3-aminopyridin-4-yl)-6-fluoro-1-(2-isopropyl-6-(methylsulfonyl)phenyl)pyridino[2,3-d]pyrimidin-2(1H)-one C(C=C)(=O)N1C[C@@H](N(CC1)C=1C2=C(N(C(N1)=O)C1=C(C=CC=C1S(=O)(=O)C)C(C)C)N=C(C(=C2)F)C2=C(C=NC=C2)N)C